N-[8-fluoro-2-methylimidazo[1,2-a]pyridin-6-yl]-4-(piperidin-4-yl)-2,3-dihydro-1-benzofuran-7-carboxamide FC=1C=2N(C=C(C1)NC(=O)C1=CC=C(C=3CCOC31)C3CCNCC3)C=C(N2)C